O=C1CN(CCC1)C(=O)OC(C)(C)C tert-butyl 3-oxo-1-piperidinecarboxylate